FCC1(CC1)NS(=O)(=O)C1=CC2=C(N(C(N2C=2SC(=NN2)C)=O)C)C=C1 N-[1-(fluoromethyl)cyclopropyl]-1-methyl-3-(5-methyl-1,3,4-thiadiazol-2-yl)-2-oxo-benzoimidazole-5-sulfonamide